Exo-6-Amino-N-(1-(4-((exo-6-amino-3-azabicyclo[3.1.0]hexan-3-yl)methyl)phenyl)-2-oxo-1,2-dihydropyrimidin-4-yl)-3-azabicyclo[3.1.0]hexane-3-carboxamide Hydrochloride Salt Cl.NC1C2CN(CC12)C(=O)NC1=NC(N(C=C1)C1=CC=C(C=C1)CN1CC2C(C2C1)N)=O